C(#N)C1=CC=C(C=C1)C(C(=O)NC1=CC(=NO1)C(F)(F)F)C1CC(CC1)(F)F 2-(4-cyanophenyl)-2-(3,3-difluorocyclopentyl)-N-(3-(trifluoromethyl)isoxazol-5-yl)acetamide